C(N)(=O)C=1C=C(C(=C2C(=C(NC12)C)C)C1C[C@H](CC1)NC(OC(C)(C)C)=O)F tert-butyl ((1S)-3-(7-carbamoyl-5-fluoro-2,3-dimethyl-1H-indol-4-yl)cyclopentyl)carbamate